C(C=C)N1C(C(=C(C2=NC=CC=C12)N1CCN(CC1)C(C1=CC=CC=C1)C1=CC=CC=C1)[N+](=O)[O-])=O 1-allyl-4-(4-benzhydryl-piperazin-1-yl)-3-nitro-1,5-naphthyridin-2(1H)-one